C(C1=CC=CC=C1)OC1=CC(=CC=2N(C(=NC21)CN2CCC(CC2)C2=CC=CC=1OC(OC12)(C)C1=NC=C(C=C1)Cl)C[C@H]1OCC1)C(=O)OC Methyl 4-(benzyloxy)-2-((4-(2-(5-chloropyridin-2-yl)-2-methylbenzo[d][1,3]dioxolan-4-yl) piperidin-1-yl) methyl)-1-(((S)-oxetan-2-yl) methyl)-1H-benzo[d]imidazole-6-carboxylate